1-Chloropyrrolo[1,2-c]pyrimidine ClC1=NC=CC=2N1C=CC2